3-(5-(((1R,2S)-2-(3-(2-methoxypyridin-4-yl)azetidin-1-yl)cyclohexyl)oxy)-1-oxoisoindolin-2-yl)piperidine-2,6-dione COC1=NC=CC(=C1)C1CN(C1)[C@@H]1[C@@H](CCCC1)OC=1C=C2CN(C(C2=CC1)=O)C1C(NC(CC1)=O)=O